C1(CCCC1)N1C(=NC2=C1CNC2)C=2C=C1C=NNC1=CC2C=2C(=C(C=C(C2)CC)O)F 3-(5-(Cyclopentyl-1,4,5,6-tetrahydropyrrolo[3,4-d]imidazol-2-yl)-1H-indazol-6-yl)-5-ethyl-2-fluorophenol